1-(4-methoxyphenyl)hydrazine-1,2-dicarboxylic acid diethyl ester C(C)OC(=O)N(NC(=O)OCC)C1=CC=C(C=C1)OC